C(C)(=O)NC1=CC=C(C=N1)N1C(N(C2=C1C=CC=C2)CC2CCC(CC2)NC(C2=C(N=CC(=C2)Cl)C)=O)=O N-((1r,4r)-4-((3-(6-acetamidopyridin-3-yl)-2-oxo-2,3-dihydro-1H-benzo[d]imidazol-1-yl)methyl)cyclohexyl)-5-chloro-2-methylnicotinamide